2-(6-Oxopiperidin-3-yl)acetic acid ethyl ester C(C)OC(CC1CNC(CC1)=O)=O